C(=O)OCC(CC(=C)[C@@H]1C(C(=CC1)C)(C)C)C 2-methyl-4-[(1R)-2,2,3-trimethyl-3-cyclopenten-1-yl]-4-penten-1-yl formate